7-Ethyl-Benzothiophene C(C)C1=CC=CC=2C=CSC21